2-(1-acryloyl-4-(2-(3-(ethyl(methyl)amino)azetidin-1-yl)-7-(7-fluoro-3,4-dihydroquinolin-1(2H)-yl)-5,6,7,8-tetrahydroquinazolin-4-yl)piperazin-2-yl)acetonitrile C(C=C)(=O)N1C(CN(CC1)C1=NC(=NC=2CC(CCC12)N1CCCC2=CC=C(C=C12)F)N1CC(C1)N(C)CC)CC#N